COC(=O)C1NCCN(C1)C(=O)OC(C)(C)C methyl-4-boc-piperazine-2-carboxylate